N[C@@H]1CCCC12CCN(CC2)C=2C(NC(=CN2)SC2=C(C(=CC=C2)Cl)Cl)=O (R)-3-(1-amino-8-azaspiro[4.5]decan-8-yl)-6-((2,3-dichlorophenyl)thio)pyrazin-2(1H)-one